Ethyl 5-bromonaphtho[1,2-b]thiophene-2-carboxylate BrC1=CC2=C(SC(=C2)C(=O)OCC)C2=CC=CC=C12